6-chloro-5,7-difluoro-2,3,4,9-tetrahydro-1H-carbazole-1-carboxylic acid ethyl ester C(C)OC(=O)C1CCCC=2C3=C(C(=C(C=C3NC12)F)Cl)F